FC(C=1C(=NC(=CC1)N1C=NC2=C1C=C(C(=C2)NC2=CC1=C(N=N2)CCOC1)OC)N1N=C(C=C1C)C#N)F 1-[3-(difluoromethyl)-6-[5-(7,8-dihydro-5H-pyrano[4,3-c]pyridazin-3-ylamino)-6-methoxy-benzimidazol-1-yl]-2-pyridyl]-5-methyl-pyrazole-3-carbonitrile